1,1'-(3,3'-dichloro[1,1'-biphenyl]-4,4'-diyl)bis{4-amino-3-[(E)-diazenyl]naphthalene-1-sulfonamide} ClC=1C=C(C=CC1C1(CC(=C(C2=CC=CC=C12)N)\N=N\[H])S(=O)(=O)N)C1=CC(=C(C=C1)C1(CC(=C(C2=CC=CC=C12)N)\N=N\[H])S(=O)(=O)N)Cl